3-((2a-amino-1,3,3,4,4-pentafluoro-2,2a,3,4-tetrahydro-1H-cyclopenta[cd]inden-7-yl)oxy)-5-fluorobenzonitrile NC12CC(C=3C(=CC=C(C13)C(C2(F)F)(F)F)OC=2C=C(C#N)C=C(C2)F)F